(S)-5-chloro-N4-(3-iodopyridin-4-yl)-N2-(7-(pyrrolidin-1-yl)-6,7,8,9-tetrahydro-5H-benzo[7]annulen-2-yl)pyrimidine-2,4-diamine ClC=1C(=NC(=NC1)NC=1C=CC2=C(CC[C@H](CC2)N2CCCC2)C1)NC1=C(C=NC=C1)I